N-(4-(4-((2-acetamido-2-methylpropyl)sulfonamido)bicyclo[2.2.2]octan-1-yl)phenyl)-5-fluoroisoindoline-2-carboxamide C(C)(=O)NC(CS(=O)(=O)NC12CCC(CC1)(CC2)C2=CC=C(C=C2)NC(=O)N2CC1=CC=C(C=C1C2)F)(C)C